The molecule is an optically active form of 2-hydroxybutyric acid having (S)-configuration. It is a 2-hydroxybutyric acid and a (2S)-2-hydroxy monocarboxylic acid. It is a conjugate acid of a (S)-2-hydroxybutyrate. It is an enantiomer of a (R)-2-hydroxybutyric acid. CC[C@@H](C(=O)O)O